C(=O)(O)C(CC(=O)O)SC[C@H](N)C(=O)O S-(alpha,beta-dicarboxyethyl)cysteine